1-((1H-pyrrol-2-yl)methyl)pyrrolidin N1C(=CC=C1)CN1CCCC1